Nonyl 2-(hydroxymethyl)-3-{(3-pentyloctanoyl)oxy}-2-{[(3-pentyloctanoyl)oxy]methyl}propyl propanedioate C(CC(=O)OCC(COC(CC(CCCCC)CCCCC)=O)(COC(CC(CCCCC)CCCCC)=O)CO)(=O)OCCCCCCCCC